(1R,3S)-N-(7-chloro-6-(1-(oxetan-3-yl)piperidin-4-yl)isoquinolin-3-yl)-2-fluorocyclopropane-1-carboxamide ClC1=C(C=C2C=C(N=CC2=C1)NC(=O)[C@@H]1C(C1)F)C1CCN(CC1)C1COC1